8-(3-fluorophenoxy)-1,2,3,4-tetrahydroquinolin-2-one FC=1C=C(OC=2C=CC=C3CCC(NC23)=O)C=CC1